ethyl 5-(1-(hydroxymethyl) cyclopropyl)-1,2,4-oxadiazole-3-carboxylate OCC1(CC1)C1=NC(=NO1)C(=O)OCC